3-((2-(2-oxa-6-azaspiro[3.3]heptan-6-yl)-7-azaspiro[3.5]nonan-7-yl)sulfonyl)-5-fluorobenzonitrile C1OCC12CN(C2)C2CC1(C2)CCN(CC1)S(=O)(=O)C=1C=C(C#N)C=C(C1)F